(R)-1-(4-((8-((2R,3S)-3-hydroxy-2-methylazetidin-1-yl)-5-isopropyl-2,7-naphthyridin-3-yl)amino)pyrimidin-2-yl)-3,3-dimethylpiperidin-4-ol O[C@@H]1[C@H](N(C1)C=1N=CC(=C2C=C(N=CC12)NC1=NC(=NC=C1)N1CC([C@@H](CC1)O)(C)C)C(C)C)C